[Hf].CC1=C(C(=C(C1(C1(C=CC=2C1=C1CCCCC1=CC2)CCC2=CC=CC=C2)C)C)C)C pentamethylcyclopentadienyl-(1-phenethyl-6,7,8,9-tetrahydro-1H-cyclopenta[a]naphthalene) hafnium